N,N-diethylbutan-1-amine C(C)N(CCCC)CC